(hexafluoro-2,4-pentanedionyl)zirconium FC(C(C(F)(F)[Zr])=O)C(C(F)(F)F)=O